7-fluoro-1'-((1s,4s)-4-isopropyl-cyclohexyl)-2-(2-(2-oxopiperidin-1-yl)ethyl)-1,2-dihydro-3H-spiro[isoquinoline-4,4'-piperidin]-3-one FC1=CC=C2C(=C1)CN(C(C21CCN(CC1)C1CCC(CC1)C(C)C)=O)CCN1C(CCCC1)=O